C1(=CCCC1)C=1CCCC2=C(C1C1=CC=C(C=C1)N1CCC(CC1)C(OC)OC)C=CC(=C2)C(=O)OC methyl 8-(cyclopent-1-en-1-yl)-9-(4-(4-(dimethoxymethyl)piperidin-1-yl)phenyl)-6,7-dihydro-5H-benzo[7]annulene-3-carboxylate